2-((6-methylimidazo[1,2-b]pyridazin-2-yl)methyl)-5-phenyl-2,7-naphthyridin-1(2H)-one CC=1C=CC=2N(N1)C=C(N2)CN2C(C1=CN=CC(=C1C=C2)C2=CC=CC=C2)=O